5-Amino-1-(2,2-difluoro-1-methyl-ethyl)-3-[4-[[(5-fluoro-2-methoxy-benzoyl)amino]methyl]phenyl]pyrazole-4-carboxamide NC1=C(C(=NN1C(C(F)F)C)C1=CC=C(C=C1)CNC(C1=C(C=CC(=C1)F)OC)=O)C(=O)N